O=C1NCCC12CCNCC2 3,8-diaza-4-oxospiro-[4.5]decane